C(N)(=N)C=1C=C(SC1)[C@@H](C)NC(=O)[C@H]1N([C@H]2C[C@]2(C1)C)C(CNC(CCCCC1=CC=CC=C1)=O)=O (1S,3S,5S)-N-((R)-1-(4-carbamimidoylthiophen-2-yl)ethyl)-5-methyl-2-((5-phenylpentanoyl)glycyl)-2-azabicyclo[3.1.0]hexane-3-carboxamide